tert-butyl N-[(1s,4s)-4-[(2-cyclopropylethyl)[2-(2,6-dioxopiperidin-3-yl)-1-oxo-3H-isoindol-4-yl]amino]-1-methylcyclohexyl]carbamate C1(CC1)CCN(C1CCC(CC1)(C)NC(OC(C)(C)C)=O)C1=C2CN(C(C2=CC=C1)=O)C1C(NC(CC1)=O)=O